2,2'-bis(2-hydroxyethoxy)-6,6'-di(9-phenanthryl)-1,1'-binaphthalene OCCOC1=C(C2=CC=C(C=C2C=C1)C=1C2=CC=CC=C2C=2C=CC=CC2C1)C1=C(C=CC2=CC(=CC=C12)C=1C2=CC=CC=C2C=2C=CC=CC2C1)OCCO